NC1=NC=C(C(=N1)OC(C)C)C(=O)NC=1C(N(C=CC1)[C@H]1[C@H](C1)F)=O 2-amino-N-(1-(cis-2-fluorocyclopropyl)-2-oxo-1,2-dihydropyridin-3-yl)-4-isopropoxypyrimidine-5-carboxamide